6-chloro-4-[(3S,4S)-4-(4-chloro-2-methyl-anilino)-3-methyl-1-piperidyl]-1-methyl-2-oxo-1,5-naphthyridine-3-carbonitrile ClC=1N=C2C(=C(C(N(C2=CC1)C)=O)C#N)N1C[C@@H]([C@H](CC1)NC1=C(C=C(C=C1)Cl)C)C